Ammonium octyl-sulfonate C(CCCCCCC)S(=O)(=O)[O-].[NH4+]